ClC1=C(C=CC(=C1)Cl)C(CN1C=NN=C1)=O 1-(2,4-dichlorophenyl)-2-(4H-1,2,4-triazole-4-yl)ethanone